hexahydroxyanthracene (rac)-benzyl-(1RS,2RS,6SR)-2-(3-bromo-2-fluorobenzyl)-7-oxa-3-azabicyclo[4.1.0]heptane-3-carboxylate C(C1=CC=CC=C1)OC(=O)N1[C@@H]([C@H]2O[C@H]2CC1)CC1=C(C(=CC=C1)Br)F.OC1=C2C(=C3C(=C(C(=C(C3=CC2=CC=C1)O)O)O)O)O |r|